5-(tert-butyl)-N-(7-(2-((1-methyl-1H-pyrazol-4-yl)amino)pyrimidin-4-yl)-3-(oxetan-3-yl)-2,3,4,5-tetrahydro-1H-benzo[d]azepin-1-yl)-1,3,4-oxadiazole-2-carboxamide C(C)(C)(C)C1=NN=C(O1)C(=O)NC1CN(CCC2=C1C=CC(=C2)C2=NC(=NC=C2)NC=2C=NN(C2)C)C2COC2